(4-aminophenyl)(4-chlorophenyl)methanone NC1=CC=C(C=C1)C(=O)C1=CC=C(C=C1)Cl